NC1=C(C=C(C=C1)N1N=C(C=C1)CO)F [1-(4-amino-3-fluorophenyl)pyrazol-3-yl]methanol